N-(2-cyclopropyl-4-iodo-5-methylphenyl)-3-[(2R)-oxolan-2-yl]prop-2-ynamide C1(CC1)C1=C(C=C(C(=C1)I)C)NC(C#C[C@@H]1OCCC1)=O